2,2-dimethoxy-N-(trimethoxysilylpropylthiopropyl)-1-aza-2-silacyclopentane CO[Si]1(N(CCC1)CCCSCCC[Si](OC)(OC)OC)OC